(S)-4-(tert-butyl)-4-hydroxy-8-(3-methyl-1H-pyrazol-4-yl)-1,3,4,5-tetrahydro-6H-pyrano[4,3-b]thieno[3,2-d]pyridin-6-one C(C)(C)(C)[C@]1(COCC2=C1NC(C1=C2C=C(S1)C=1C(=NNC1)C)=O)O